NC=1N=C(C2=C(N1)C(=NC(=N2)N)N2CCCCC2)N2CCCCC2 2,6-diamino-4,8-dipiperidyl-pyrimido[5,4-d]pyrimidine